bromo-3-(oxetan-3-yl)aniline BrNC1=CC(=CC=C1)C1COC1